sulfuric acid dihydrate Magnesium [Mg].O.O.S(O)(O)(=O)=O